CC1=NOC(=C1C1=CC=C(C=N1)NC([C@H](C1CCC(CC1)C)NC(=O)C=1C(=NOC1)CC)=O)C N-((S)-2-((6-(3,5-dimethylisoxazol-4-yl)pyridin-3-yl)amino)-1-((1r,4S)-4-methylcyclohexyl)-2-oxoethyl)-3-ethylisoxazole-4-carboxamide